O1CCC(CC1)NCC1=CC=C2C(=CNC2=C1)CC(F)(F)F 6-{[(oxan-4-yl)amino]methyl}-3-(2,2,2-trifluoroethyl)-1H-indol